4-(2-(5-((1R,4R,7R)-7-amino-2-azabicyclo[2.2.1]heptane-2-carbonyl)-7-methoxy-1-methyl-1H-benzo[d]imidazol-2-yl)-1-(cyclopropylmethyl)-1H-indol-7-yl)-N,N-dimethylbenzamide N[C@H]1[C@@H]2N(C[C@H]1CC2)C(=O)C2=CC1=C(N(C(=N1)C=1N(C3=C(C=CC=C3C1)C1=CC=C(C(=O)N(C)C)C=C1)CC1CC1)C)C(=C2)OC